3-amino-1-(t-butoxycarbonyl)piperidine-3-carboxylic acid NC1(CN(CCC1)C(=O)OC(C)(C)C)C(=O)O